racemic-(4-(6-((2R,6R)-2,6-dimethylmorpholino)pyrrolo[2,1-f][1,2,4]triazin-4-yl)phenyl)methanamine hydrochloride Cl.C[C@H]1O[C@@H](CN(C1)C=1C=C2C(=NC=NN2C1)C1=CC=C(C=C1)CN)C |r|